OC1(CCN(CC1)C(=O)[C@H]1[C@@H](CN(CC1)C(=O)C1=CN=C(S1)C=1C=NC(=CC1)C)C1=CC=CC=C1)CN1C=NC2=C(C1=O)C=CN2C2=CC=C(C=C2)OC 3-[[4-hydroxy-1-[(3R,4R)-1-[2-(6-methyl-3-pyridinyl)thiazole-5-carbonyl]-3-phenyl-piperidine-4-carbonyl]-4-piperidinyl]methyl]-7-(4-methoxyphenyl)pyrrolo[2,3-d]pyrimidin-4-one